1-(6-amino-5-cyanopyridin-2-yl)-N-(5-chloro-2-methyl-6-(2H-1,2,3-triazol-2-yl)pyridine-3-yl)-5-(trifluoromethyl)-1H-pyrazole-4-carboxamide NC1=C(C=CC(=N1)N1N=CC(=C1C(F)(F)F)C(=O)NC=1C(=NC(=C(C1)Cl)N1N=CC=N1)C)C#N